5-phenyl-1H-triazole C1(=CC=CC=C1)C1=CN=NN1